2-Chloro-6-[[(1R)-1-(3,6-dimethyl-4-oxo-2-phenyl-chromen-8-yl)ethyl]amino]benzoic acid ClC1=C(C(=O)O)C(=CC=C1)N[C@H](C)C=1C=C(C=C2C(C(=C(OC12)C1=CC=CC=C1)C)=O)C